(1S,3S)-3-((5-fluoro-2-methyl-6-(1-methyl-5-(((((1-methylcyclopropyl)methoxy)carbonyl)amino)methyl)-1H-1,2,3-triazol-4-yl)pyridin-3-yl)oxy)cyclohexane-1-carboxylic acid FC=1C=C(C(=NC1C=1N=NN(C1CNC(=O)OCC1(CC1)C)C)C)O[C@@H]1C[C@H](CCC1)C(=O)O